N[C@H]1[C@@H](C1)N1C=CC2=CC=C(C=C12)S(=O)(=O)C=1C=CC(=C2C(N(C(NC12)=O)O)=O)Cl 8-((1-((1R,2R)-2-aminocyclopropyl)-1H-indol-6-yl)sulfonyl)-5-chloro-3-hydroxyquinazoline-2,4(1H,3H)-dione